8-bromo-N-{[5-(2-methoxyphenyl)-4H-1,2,4-triazol-3-yl]methyl}-2-(morpholin-4-yl)pyrazolo[1,5-a][1,3,5]triazin-4-amine BrC=1C=NN2C1N=C(N=C2NCC2=NN=C(N2)C2=C(C=CC=C2)OC)N2CCOCC2